5-(2-chloro-5-(trifluoromethyl)phenyl)-2-(((2-(dimethylamino)ethyl)amino)methylene)cyclohexane-1,3-dione ClC1=C(C=C(C=C1)C(F)(F)F)C1CC(C(C(C1)=O)=CNCCN(C)C)=O